9-(4-phenyl-6-(3-(triphenylsilyl)phenyl)-1,3,5-triazin-2-yl)-9H-pyrido[2,3-b]indole C1(=CC=CC=C1)C1=NC(=NC(=N1)C1=CC(=CC=C1)[Si](C1=CC=CC=C1)(C1=CC=CC=C1)C1=CC=CC=C1)N1C2=C(C3=CC=CC=C13)C=CC=N2